[3-(2,3-dihydro-1,4-benzoxazin-4-ylcarbamoyl)-8-(2,3,5-trifluorophenyl)-4-quinolyl]boronic acid O1CCN(C2=C1C=CC=C2)NC(=O)C=2C=NC1=C(C=CC=C1C2B(O)O)C2=C(C(=CC(=C2)F)F)F